FC=1C(=NC(=NC1)NC1=CC=C(C=N1)CN1CCN(CC1)C(=O)OC(C)(C)C)C1=CC2=C(N=C3N2[C@@H](CC3)CF)C(=C1)F tert-butyl (S)-4-((6-((5-fluoro-4-(5-fluoro-1-(fluoromethyl)-2,3-dihydro-1H-benzo[d]-pyrrolo[1,2-a]imidazol-7-yl)pyrimidin-2-yl)amino)pyridin-3-yl)methyl)piperazine-1-carboxylate